methyl (5S,7aS)-5-(2-hydroxyethyl)-2-methylenetetrahydro-1H-pyrrolizine-7a(5H)-carboxylate OCC[C@H]1N2CC(C[C@@]2(CC1)C(=O)OC)=C